2-chloro-9,10-bis(benzoyloxy)anthracene ClC1=CC2=C(C3=CC=CC=C3C(=C2C=C1)OC(C1=CC=CC=C1)=O)OC(C1=CC=CC=C1)=O